2-chloro-N-(3-chloro-4-methoxyphenyl)-N-(2,3-dihydrobenzo[b][1,4]dioxin-6-yl)acetamide ClCC(=O)N(C1=CC2=C(OCCO2)C=C1)C1=CC(=C(C=C1)OC)Cl